N[C@@H](CC(N)=O)C(=O)N[C@@H](CC(N)=O)C(=O)O Asparaginyl-Asparagine